1,3-dimethyl-3-(t-butylperoxy)butyl N-[1-{3-(1-methylethenyl)-phenyl}-1-methylethyl]carbamate CC(=C)C=1C=C(C=CC1)C(C)(C)NC(OC(CC(C)(OOC(C)(C)C)C)C)=O